1-isopentyl-3-(4-(1-phenyl-2-(trifluoromethyl)-1H-benzoimidazol-5-yl)phenyl)urea C(CC(C)C)NC(=O)NC1=CC=C(C=C1)C1=CC2=C(N(C(=N2)C(F)(F)F)C2=CC=CC=C2)C=C1